(S)-2-((4-(2-(4-chloro-2-fluorophenyl)benzo[d]oxazole-7-yl)piperidin-1-yl)methyl)-1-(oxetan-2-ylmethyl)-1H-benzo[d]imidazole-6-carboxylic acid ClC1=CC(=C(C=C1)C=1OC2=C(N1)C=CC=C2C2CCN(CC2)CC2=NC1=C(N2C[C@H]2OCC2)C=C(C=C1)C(=O)O)F